3-hydroxytoluene OC=1C=C(C)C=CC1